4-cyano-N-[(2S)-5-[[(1R,2S)-2-(4-fluorophenyl)cyclopropyl]amino]-1-oxo-1-[4-(pyrimidin-2-yl)piperazin-1-yl]pentan-2-yl]benzamide C(#N)C1=CC=C(C(=O)N[C@H](C(N2CCN(CC2)C2=NC=CC=N2)=O)CCCN[C@H]2[C@@H](C2)C2=CC=C(C=C2)F)C=C1